4-methyl-4-cyclohexene-1,2-dicarboxylic acid anhydride CC=1CC2C(CC1)C(=O)OC2=O